[Si](C)(C)(C(C)(C)C)OCC(C1=NC=C(C=C1CO)Cl)NC(OC(C)(C)C)=O tert-butyl (2-((tert-butyldimethylsilyl)oxy)-1-(5-chloro-3-(hydroxymethyl)pyridin-2-yl)ethyl)carbamate